ClC=1C=C(OC=2N=NNC2C(=O)OCOC(C(C)(C)C)=O)C=CC1Cl (pivaloyloxy)methyl 4-(3,4-dichlorophenoxy)-1H-1,2,3-triazole-5-carboxylate